COC=1C=C2C(=NC1)NC(=N2)N[C@@H]2C[C@H](CC2)NC2=CC=C(C=N2)N2C(C=CC=C2)=O 6'-(((1S,3S)-3-((6-Methoxy-3H-imidazo[4,5-b]pyridin-2-yl)amino)cyclopentyl)amino)-2H-[1,3'-bipyridin]-2-one